N1C(=NCC1)CCC(=O)NC1=C(C=C(C=C1)S(=O)(=O)NC1=CN=CS1)F 5-[[4-[3-(4,5-Dihydro-1H-imidazol-2-yl)propanoylamino]-3-fluorophenyl]sulfonylamino]thiazol